2-(2-aminoethyl)-pyrrole NCCC=1NC=CC1